di-benzoquinolinyliridium (III) N1=C(C=CC2=C3C(=C4C(=C12)C=CC=C4)C=CC=C3)[Ir+2]